NC=1C=2N(C(=CN1)Cl)C(=NC2C2=C(C=C(C=C2)C(C)(C2=CC(=CC=C2)C(F)(F)F)O)F)[C@H]2CN1C(CC[C@@H]1CC2)=O (6R,8aS)-6-[8-amino-5-chloro-1-(2-fluoro-4-{1-hydroxy-1-[3-(trifluoromethyl)phenyl]ethyl}phenyl)imidazo[1,5-a]pyrazin-3-yl]hexahydroindolizin-3(2H)-one